2-fluoro-5-((2-(3-methylureido)thiazol-5-yl)ethynyl)-N-(4-(trifluoromethyl)pyridin-2-yl)benzamide FC1=C(C(=O)NC2=NC=CC(=C2)C(F)(F)F)C=C(C=C1)C#CC1=CN=C(S1)NC(=O)NC